CN1C=2C(C(=CC1=O)N1C[C@@H](N(CC1)C(C)C=1C=C3N=CC=NC3=CC1)C)=NN(C2)CC#N 2-(4-methyl-7-((3S)-3-methyl-4-(1-(quinoxalin-6-yl)ethyl)piperazin-1-yl)-5-oxo-4,5-dihydro-2H-pyrazolo[4,3-b]pyridin-2-yl)acetonitrile